Methyl (1-hydroxy-1,3-dihydrobenzo[c][1,2]oxaborole-6-carbonyl)-L-valinate OB1OCC2=C1C=C(C=C2)C(=O)N[C@@H](C(C)C)C(=O)OC